NC1=NC(=CC(=N1)N1CCC2(C[C@H](NC2)C(=O)OC2CCCC2)CC1)O[C@@H](C(F)(F)F)C1=C(C=C(C=C1)C1=CC=C(C=C1)Cl)N1N=C(C=C1)C (S)-cyclopentyl 8-(2-amino-6-((R)-1-(4'-chloro-3-(3-methyl-1H-pyrazol-1-yl)-[1,1'-biphenyl]-4-yl)-2,2,2-trifluoroethoxy)pyrimidin-4-yl)-2,8-diazaspiro[4.5]decane-3-carboxylate